N1C=NC=C1CNCC1=CC(=NC=C1)OC ((1H-imidazol-5-yl)methyl)-1-(2-methoxypyridin-4-yl)methylamine